NC\C=C(\C(F)(F)S(=O)(=O)C1=C(C=CC=C1)N1CCS(CC1)(=O)=O)/F (Z)-4-(2-((4-amino-1,1,2-trifluorobut-2-en-1-yl)sulfonyl)phenyl)thiomorpholine 1,1-dioxide